7-Hydroxy-6-(methoxymethyl)-3-(4-methoxyphenyl)-8-methyl-4H-chromen-4-one OC1=C(C=C2C(C(=COC2=C1C)C1=CC=C(C=C1)OC)=O)COC